6-[(3S)-3-{[(1R)-1-(naphthalen-1-yl)ethyl]amino}tetrahydro-1H-pyrrol-1-yl]-3,4-dihydro-2H-chromen-2-one C1(=CC=CC2=CC=CC=C12)[C@@H](C)N[C@@H]1CN(CC1)C=1C=C2CCC(OC2=CC1)=O